C(C)(C)(C)OC(NC(C)C)=NC(C)C t-butyl-N,N'-diisopropylcarbamimidate